C1(CC1)[C@]1(C(N(C[C@H]1C)C=1C=2N(N=CC1)C=C(C2)C=2C=NC(=NC2)C)=O)C#N (3R,4S)-3-cyclopropyl-4-methyl-1-[6-(2-methylpyrimidin-5-yl)pyrrolo[1,2-b]pyridazin-4-yl]-2-oxopyrrolidine-3-carbonitrile